C1(CC1)N1C[C@H](CC1)COC=1C=C(C=CC1OC)NC1=NC(=CC(=N1)NC)C (S)-N2-(3-((1-cyclopropylpyrrolidin-3-yl)methoxy)-4-methoxyphenyl)-N4,6-dimethylpyrimidine-2,4-diamine